water bismuth nitrate [N+](=O)([O-])[O-].[Bi+3].O.[N+](=O)([O-])[O-].[N+](=O)([O-])[O-]